5'-methoxyspiro[cyclopropane-1,3'-indol]-2'(1'H)-one COC=1C=C2C3(C(NC2=CC1)=O)CC3